butyl ((2-(5-((1H-imidazol-1-yl)methyl)pyridin-2-yl)-4-(trifluoromethoxy)phenyl)sulfonyl)carbamate N1(C=NC=C1)CC=1C=CC(=NC1)C1=C(C=CC(=C1)OC(F)(F)F)S(=O)(=O)NC(OCCCC)=O